C(C)S(=O)(=O)C=1C=C(C=NC1C1=NC2=C(C=NC(=C2)C(F)(F)F)N1C)N(C(C)=O)C(C)C N-[5-ethylsulfonyl-6-[3-methyl-6-(trifluoromethyl)imidazo[4,5-c]pyridin-2-yl]-3-pyridinyl]-N-isopropyl-acetamide